Aminobenzene Borate B(O)(O)O.NC1=CC=CC=C1